C(#N)C=1C=C(C=CC1)C=1N=C(SC1C1=CC(=NC(=C1)C)C)NC(=O)N1CC2(C1)CC(NC2)=O N-[4-(3-cyanophenyl)-5-(2,6-dimethyl-4-pyridinyl)thiazol-2-yl]-6-oxo-2,7-diazaspiro[3.4]octane-2-carboxamide